COC=1C=C(CCNC2CCCCC2)C=CC1 N-(3-methoxyphenethyl)cyclohexanamine